C(C)(C)(C)OC(=O)N1CC2(C1)CN(C2)C=2C1=C(N(C(N2)=O)C=2C(=NC=CC2C)C(C)C)N=C(C(=C1)Cl)C1=C(C=CC=C1)OC 6-(6-chloro-1-(2-isopropyl-4-methylpyridin-3-yl)-7-(2-methoxyphenyl)-2-oxo-1,2-dihydropyrido[2,3-d]pyrimidin-4-yl)-2,6-diazaspiro[3.3]heptane-2-carboxylic acid tert-butyl ester